3-(Ethylsulfonyl)-2-(3-methyl-6-(trifluoromethyl)-3H-imidazo[4,5-b]pyridin-2-yl)quinoline-7-carbaldehyde O-(methylthiomethyl) oxime CSCON=CC1=CC=C2C=C(C(=NC2=C1)C1=NC=2C(=NC=C(C2)C(F)(F)F)N1C)S(=O)(=O)CC